(2S,3S)-3-phenylbutan-2-yl-L-alaninate hydrochloride Cl.C1(=CC=CC=C1)[C@@H](C(C)N[C@@H](C)C(=O)O)C